C(C)(C)(C)C1=NC(C2=NN(C(=C21)C2=C(C=C(C(=C2)F)N)F)C2=C(C=CC=C2CC)CC)(C)C tert-butyl-3-(4-amino-2,5-difluorophenyl)-2-(2,6-diethylphenyl)-6,6-dimethyl-2,6-dihydropyrrolo[3,4-c]pyrazole